5-((1R,4R)-2-oxa-5-azabicyclo[2.2.1]Heptane-5-yl)pyrazolo[1,5-a]Pyrimidine-3-carboxamide [C@H]12OC[C@H](N(C1)C1=NC=3N(C=C1)N=CC3C(=O)N)C2